C(C)(C)(C)C1=CC=C(C=C1)C1=NC2=C(N1)C=CC=C2C(F)(F)F 2-(4-tert-Butylphenyl)-4-(trifluoromethyl)-1H-benzo[d]imidazole